N-{(3R,4S)-4-fluoro-1-[5-(2',5,6,6'-tetrafluoro[1,1'-biphenyl]-2-yl)-4,5-dihydro-1,2-oxazol-3-yl]pyrrolidin-3-yl}methanesulfonamide F[C@@H]1[C@@H](CN(C1)C1=NOC(C1)C1=C(C(=C(C=C1)F)F)C1=C(C=CC=C1F)F)NS(=O)(=O)C